C1(CCCC1)CSCCC=O 3-[(CYCLOPENTYLMETHYL)SULFANYL]PROPANAL